NC=1C2=C(N=CN1)N(C=C2)[C@@H]2C=C([C@H]1OC(O[C@H]12)(C)C)CSC1=CC=C2C=CC(=NC2=C1)NCC1=CC=C(C=C1)OC 7-((((3aS,4R,6aR)-4-(4-amino-7H-pyrrolo[2,3-d]pyrimidin-7-yl)-2,2-dimethyl-3a,6a-dihydro-4H-cyclopenta[d][1,3]dioxol-6-yl)methyl)thio)-N-(4-methoxybenzyl)quinolin-2-amine